BrC=1C=C(C=CC1N1CC(NCC1)(C)C)C=1C(=C(C(=O)N)C=CC1)NC=1C=NC=CC1 (3-bromo-4-(3,3-dimethylpiperazin-1-yl)phenyl)-2-(pyridin-3-ylamino)benzamide